methyl 5-(5-hydroxy-6-methylpyridin-2-yl)-3-methylisoxazole-4-carboxylate OC=1C=CC(=NC1C)C1=C(C(=NO1)C)C(=O)OC